1-(4-iodophenyl)-1-ethanone IC1=CC=C(C=C1)C(C)=O